O1C(OCC1)CCCCCCOC=1C(=C(C=CC1)C=1C=CC(=NC1)N1CC2=C(C=CC=C2CC1)C(=O)NC=1SC2=C(N1)C=CC=C2)C 2-(5-(3-((6-(1,3-dioxolan-2-yl)hexyl)oxy)-2-methylphenyl)pyridin-2-yl)-N-(benzo[d]thiazol-2-yl)-1,2,3,4-tetrahydroisoquinoline-8-carboxamide